(R)-(10-methyl-8-oxo-9,10,11,12-tetrahydro-8H-[1,4]diazepino[5',6':4,5]thieno[3,2-f]quinolin-3-yl)boronic acid C[C@H]1NC(C2=C(C=3C=4C=CC(=NC4C=CC3S2)B(O)O)NC1)=O